BrC=1C(=NC(=NC1)NC=1C=C2CCN(CC2=CC1)C(=O)N1CCN(CC1)C)NC1=C(C(=O)NC)C=CC=C1 2-{5-Bromo-2-[2-(4-methyl-piperazine-1-carbonyl)-1,2,3,4-tetrahydro-isoquinolin-6-ylamino]-pyrimidin-4-ylamino}-N-methyl-benzamide